4-((2-Methoxy-3-(1-methyl-1H-1,2,4-triazol-3-yl)phenyl)amino)-N-(2-(methylamino)ethyl)-2-(pyridin-2-ylamino)pyrimidine-5-carboxamide COC1=C(C=CC=C1C1=NN(C=N1)C)NC1=NC(=NC=C1C(=O)NCCNC)NC1=NC=CC=C1